2-[1-[4-[4-(3,4-difluorophenoxy)pyrimidin-2-yl]-2,6-difluoro-phenyl]-4-piperidinyl]acetic acid FC=1C=C(OC2=NC(=NC=C2)C2=CC(=C(C(=C2)F)N2CCC(CC2)CC(=O)O)F)C=CC1F